C(C)(=O)C=1C=NC=CC1C 3-Acetyl-4-methylpyridine